6-fluoro-8-[(1R)-1-[4-fluoro-2-(4-hydroxy-1-piperidyl)anilino]ethyl]-3-methyl-2-morpholino-quinazolin-4-one FC=1C=C2C(N(C(=NC2=C(C1)[C@@H](C)NC1=C(C=C(C=C1)F)N1CCC(CC1)O)N1CCOCC1)C)=O